4-[4-(4-chlorophenyl)-4-oxo-butanoyl]benzonitrile ClC1=CC=C(C=C1)C(CCC(=O)C1=CC=C(C#N)C=C1)=O